OC1=C(C(=O)N)C=CC(=C1)OC1=CC=C(C=C1)CN1C(CCC1)C=1C(=NN(C1)C)OC 2-hydroxy-4-(4-{[2-(3-methoxy-1-methyl-1H-pyrazol-4-yl)pyrrolidin-1-yl]methyl}phenoxy)benzamide